3-(2,3,5,6-tetrafluoro-4-(methylthio)phenyl)propan-1-amine FC1=C(C(=C(C(=C1F)SC)F)F)CCCN